FC(C1=CC=C(C=N1)NC=1C(=NC=CN1)NC1CN(C1)C(C=C)=O)(F)F 1-(3-((3-((6-(trifluoromethyl)pyridin-3-yl)amino)pyrazin-2-yl)amino)azetidin-1-yl)prop-2-en-1-one